NC1=NC=C(C=N1)CN1CC2=C(CC1)C(=CS2)C(=O)NC2=NOC(=C2)C(C)(C)C 6-((2-aminopyrimidin-5-yl)methyl)-N-(5-(tert-butyl)isoxazol-3-yl)-4,5,6,7-tetrahydrothieno[2,3-c]pyridine-3-carboxamide